D-Allothreonine N[C@H]([C@H](O)C)C(=O)O